C1(=CC=CC=C1)[C@H](N)CO (L)-2-phenylglycinol